OC1=C(C(N(C2=NC=CC=C12)CCN1C2COC(C1)C2)=O)C(=O)OCC ethyl 4-hydroxy-1-[2-(2-oxa-5-azabicyclo[2.2.1]heptan-5-yl)ethyl]-2-oxo-1,8-naphthyridine-3-carboxylate